Thieno[3,2-b]furan-5-carboxylic acid O1C2=C(C=C1)SC(=C2)C(=O)O